methyl 6-[(2,4-dimethoxyphenyl)methylamino]-2-pyrrolidin-1-ylpyridine-3-carboxylate COC1=C(C=CC(=C1)OC)CNC1=CC=C(C(=N1)N1CCCC1)C(=O)OC